C(CCCCCCC#CC#CCCCCCCCCCC)(=O)O 8,10-henicosadiynoic acid